tert-butyl-(1S)-6-chloro-8-iodo-1-[[(3S)-tetrahydropyran-3-yl]methyl]-1,3,4,9-tetrahydropyrido[3,4-b]indole-2-carboxylate C(C)(C)(C)OC(=O)N1[C@H](C=2NC3=C(C=C(C=C3C2CC1)Cl)I)C[C@H]1COCCC1